(R)-heptyl-3(S)-hydroxymethyl-1,4-oxazepine-2,5-dione C(CCCCCC)C=1C(N=C(C(OC1)=O)CO)=O